BrC=1C=C(C=CC1OC)CC(C(C)(C)C)NC=O N-[1-(3-bromo-4-methoxyphenyl)-3,3-dimethyl-2-butyl]carboxamide